CCCCCCCCCCCCC1=CC=CC=C1O Dodecylphenol